C(C)(C)(C)OC(CCC(CN=[N+]=[N-])(F)F)=O 5-azido-4,4-difluoropentanoic acid tert-butyl ester